3-(1,1-difluoro-2-oxo-2-((4,5,6,7-tetrahydrothiazolo[4,5-c]pyridin-2-yl)amino)ethyl)-4-fluoro-N-(4-fluoro-3-methylphenyl)benzamide FC(C(NC=1SC2=C(CNCC2)N1)=O)(F)C=1C=C(C(=O)NC2=CC(=C(C=C2)F)C)C=CC1F